CC1=C(C=C(C=C1O)C(CC)(CCCC(C)(C)C)C)O 2-Methyl-5-(3,7,7-trimethyloctan-3-yl)benzene-1,3-diol